Cl.COC=1C=CC2=C(C(=CO2)CCN)C1 2-(5-methoxybenzofuran-3-yl)-ethylamine hydrochloride